3-Methoxy-4-(propan-2-yl)benzoic acid methyl ester COC(C1=CC(=C(C=C1)C(C)C)OC)=O